piperazine-1-carbonyl cyanide N1(CCNCC1)C(=O)C#N